(R)-5-(3,4-difluorophenyl)-2-((1,1-dioxido-2,3-dihydrothiophen-3-yl)carbamoyl)pyridine 1-oxide FC=1C=C(C=CC1F)C=1C=CC(=[N+](C1)[O-])C(N[C@H]1CS(C=C1)(=O)=O)=O